C(C)C1(OC2=CC=C(C=C2C(C1)=O)C1=NC(=NO1)C1=CC(=NC=C1)C)CC 2,2-diethyl-6-(3-(2-methylpyridin-4-yl)-1,2,4-oxadiazol-5-yl)chroman-4-one